ClC1=CC(=CS1)OC1C2CN(C(C1)C2)C2COC2 5-chloro-3-((2-(oxetan-3-yl)-2-azabicyclo[2.2.1]heptan-5-yl)oxy)thiophene